ClC=1C=C(C=C2C(=NC=NC12)N[C@@H](C)C1=NC=NN1C1=CC=C(C=N1)C#N)C(F)(F)F 6-[5-[(1S)-1-[[8-chloro-6-(trifluoromethyl)quinazolin-4-yl]amino]ethyl]-1,2,4-triazol-1-yl]pyridine-3-carbonitrile